3-(3-(3,5-dichlorophenoxy)phenyl)propionic acid ClC=1C=C(OC=2C=C(C=CC2)CCC(=O)O)C=C(C1)Cl